8-(2,4-dichlorophenyl)-9-(5-((1-(3-fluoropropyl)azetidin-3-yl)methyl)pyridin-2-yl)-6,7-dihydro-5H-benzo[7]annulene-3-carboxylic acid ClC1=C(C=CC(=C1)Cl)C=1CCCC2=C(C1C1=NC=C(C=C1)CC1CN(C1)CCCF)C=CC(=C2)C(=O)O